FC1=C(C=C(C=C1)NC(=O)[C@H]1[C@H]/2CC[C@@H]([C@H]1NC(C1=C(C=CC(=C1)S(NC[C@H](C)O)(=O)=O)OC)=O)\C2=C/C(F)(F)F)C(F)(F)F (1R,2S,3R,4R,Z)-N-(4-fluoro-3-(trifluoromethyl)phenyl)-3-(5-(N-((S)-2-hydroxypropyl)sulfamoyl)-2-methoxybenzamido)-7-(2,2,2-trifluoroethylidene)bicyclo[2.2.1]heptane-2-carboxamide